C(C)(=O)S[C@@H]1C[C@H](N(CC1)CC1=C2C=CN(C2=C(C=C1OC)C)C(=O)OC(C)(C)C)C1=CC=C(C=C1)C(=O)OC tert-butyl 4-{[(2S,4S)-4-(acetylsulfanyl)-2-[4-(methoxycarbonyl) phenyl] piperidin-1-yl] methyl}-5-methoxy-7-methyl-1H-indole-1-carboxylate